(1R,3S,4R)-3-amino-4-((6-(2,6-dichloro-3,5-dimethoxyphenyl)quinazolin-2-yl)amino)-N,N-dimethylcyclopentanecarboxamide N[C@H]1C[C@H](C[C@H]1NC1=NC2=CC=C(C=C2C=N1)C1=C(C(=CC(=C1Cl)OC)OC)Cl)C(=O)N(C)C